The molecule is an amino trisaccharide that is 2-acetamido-2-deoxy-beta-D-glucopyranose in which the hydroxy groups at positions 4 and 6 have been converted into the corresponding 2-acetamido-2-deoxy-beta-D-glucopyranosyl and beta-D-mannopyranosyl derivatives, respectively. It is an amino trisaccharide, a member of acetamides and a glucosamine oligosaccharide. It derives from a N-acetyl-beta-D-glucosaminyl-(1->4)-N-acetyl-beta-D-glucosamine. CC(=O)N[C@@H]1[C@H]([C@@H]([C@H](O[C@H]1O)CO[C@H]2[C@H]([C@H]([C@@H]([C@H](O2)CO)O)O)O)O[C@H]3[C@@H]([C@H]([C@@H]([C@H](O3)CO)O)O)NC(=O)C)O